BrC1=CC=C(C=C1)[C@]12[C@](C=3C(=NC(=CC3O1)OC)OC)([C@@H]([C@@H]([C@H]2C2=CC=CC=C2)CO)O)O |r| rac-(5aR,6S,7S,8R,8aS)-5a-(4-bromophenyl)-7-(hydroxymethyl)-1,3-dimethoxy-6-phenyl-5a,6,7,8-tetrahydro-8aH-cyclopenta[4,5]furo[3,2-c]pyridine-8,8a-diol